C1(=CC=C(C=C1)C1=CC(=CC2=C1N=C(O2)C=2C=C(C=CC2)C2=CC=C(C=C2)C2=CC=C(C=C2)C#N)C2=CC=C(C=C2)C2=CC=CC=C2)C2=CC=CC=C2 4,6-bis(biphenyl-4-yl)-2-(4''-cyano-[1,1':4',1'']terphenyl-3-yl)-benzoxazole